(2R,3S,4R,5R)-2-(2-{2-[(2,2-Difluoroethyl)amino]chinolin-7-yl}ethyl)-5-(4-methyl-7H-pyrrolo[2,3-d]pyrimidin-7-yl)tetrahydrothiophen-3,4-diol FC(CNC1=NC2=CC(=CC=C2C=C1)CC[C@H]1S[C@H]([C@@H]([C@@H]1O)O)N1C=CC2=C1N=CN=C2C)F